N1(N=NC=C1)CCC(=O)N1CC(=CCC1)C1=CC(=C2C=C(NC2=C1F)C(=O)N(C)C)C1=C(C=C(C=C1)\C=C\OCC)OC (E)-6-(1-(3-(1H-1,2,3-triazol-1-yl)propanoyl)-1,2,5,6-tetrahydropyridin-3-yl)-4-(4-(2-ethoxyvinyl)-2-methoxyphenyl)-7-fluoro-N,N-dimethyl-1H-indole-2-carboxamide